C1(CC1)S(=O)(=O)NC1=NC=CC(=N1)C1(CCOCC1)C(=O)NC1=C(C=C(C=C1)C1=NC(=CN=C1)OCC)C 4-(2-(cyclopropanesulfonamido)pyrimidin-4-yl)-N-(4-(6-ethoxypyrazin-2-yl)-2-methylphenyl)tetrahydro-2H-pyran-4-carboxamide